tri-n-butyl-methoxytin C(CCC)[Sn](OC)(CCCC)CCCC